C(C)O[Si](CCCS=C(CCCCCCC)O)(OCC)OCC.BrC1=C(C=C2C(=NC(=NC2=C1F)Cl)N1[C@@H]2CN([C@H](C1)C2)C(=O)OC(C)(C)C)I tert-butyl (1S,4S)-5-(7-bromo-2-chloro-8-fluoro-6-iodoquinazolin-4-yl)-2,5-diazabicyclo[2.2.1]heptane-2-carboxylate S-(3-(triethoxysilyl)propyl)octanethioate